N-[(R)-3,3-difluorocyclopentyl]-4-(1,7-diaza-7-spiro[4.4]nonyl)-5-(3,5-difluorophenyl)nicotinamide FC1(C[C@@H](CC1)NC(C1=CN=CC(=C1N1CC2(CCCN2)CC1)C1=CC(=CC(=C1)F)F)=O)F